ClC=1N=C2N(C(C1C=O)=O)C(=CC=C2)C 2-CHLORO-6-METHYL-4-OXO-4H-PYRIDO[1,2-A]PYRIMIDINE-3-CARBALDEHYDE